C(C1=CC=CC=C1)NC1=CC(=C(C(=C1)OC)C1=CC(=NN1)NC=1N=CC(=NC1)C#N)OC 5-[5-(4-benzylamino-2,6-dimethoxy-phenyl)-1H-pyrazol-3-ylamino]-pyrazine-2-carbonitrile